BrC=1C(=NC(=NC1)NC1=C(C=CC(=C1)OC)C)NC=1C=NC(=CC1)OC 5-Bromo-N2-(5-methoxy-2-methylphenyl)-N4-(6-methoxypyridin-3-yl)pyrimidine-2,4-diamine